S(=O)(=O)=C1C(CCC1)C(=O)O sulfonylcyclopentanecarboxylic acid